ClC=1C=NC(=C(C(=O)NC2CCC(CC2)CN2C(N(C3=C2C=CC=C3)C=3C2=CN(N=C2C=CC3)C)=O)C1)C 5-chloro-2-methyl-N-((1r,4r)-4-((3-(2-methyl-2H-indazol-4-yl)-2-oxo-2,3-dihydro-1H-benzo[d]imidazol-1-yl)methyl)cyclohexyl)nicotinamide